(R)-6-chloro-3-((1-(7-chloro-2-cyano-3-(3,3-difluoropyrrolidin-1-yl)quinoxalin-5-yl)ethyl)amino)picolinic acid ClC1=CC=C(C(=N1)C(=O)O)N[C@H](C)C1=C2N=C(C(=NC2=CC(=C1)Cl)C#N)N1CC(CC1)(F)F